FC1=CC=C(C=C1)CCS(=O)(=O)N(C)C 2-(4-fluorophenyl)-N,N-dimethylaminosulfonyl-ethane